4-(6-morpholino-9H-purin-2-yl)phenol O1CCN(CC1)C1=C2N=CNC2=NC(=N1)C1=CC=C(C=C1)O